C(#N)CC(=O)N1C2C=C(CC1CCC2)C2=C1C(=NC(=C2)NC(=O)C2CC2)NC=C1 N-(4-(9-(2-cyanoacetyl)-9-azabicyclo[3.3.1]non-2-en-3-yl)-1H-pyrrolo[2,3-b]pyridin-6-yl)cyclopropylcarboxamide